1-(4-(methylsulfonyl)phenyl)-2,3,4,9-tetrahydro-1H-pyrido[3,4-b]indole CS(=O)(=O)C1=CC=C(C=C1)C1NCCC2=C1NC1=CC=CC=C21